4-benzyloxy-2-chloro-6,7-difluoro-5-methoxy-quinoline C(C1=CC=CC=C1)OC1=CC(=NC2=CC(=C(C(=C12)OC)F)F)Cl